C(CC)(=O)OC1CCC2=C(CC1)C=CC=C2 benzocycloheptane-7-yl propionate